C(CCCCOC1=CC(=C(C=C1OC)C(=O)N1CC2(CC2)C[C@@H]1CCC(=O)[O-])NC(=O)OCC=C)OC1=CC(=C(C=C1OC)C(=O)N1CC2(CC2)C[C@@H]1CCC(=O)[O-])NC(=O)OCC=C Pentan-1,5-diylbis[oxy (5-methoxy-2-{[(prop-2-en-1-yloxy)carbonyl]amino}benzen-4,1-diyl)carbonyl (6S)-5-azaspiro[2.4]heptan-5,6-diylmethanediyl]diacetate